N1(CCCC1)CCCOC1=CC(=CC2=C1OCO2)N 7-(3-(pyrrolidin-1-yl)propoxy)benzo[d][1,3]dioxol-5-amine